BrC=1C=NN(C1)CCCCN1C=C(C2=CC=CC(=C12)P(C)(C)=O)F (1-(4-(4-bromo-1H-pyrazol-1-yl)butyl)-3-fluoro-indol-7-yl)dimethylphosphine oxide